CN1CCN2C=3C(=CC=CC13)[C@H]1[C@@H]2CCN(C1)C1=CC=C(C=C1)C(CCC)=O 1-(4-((6bR,10aS)-3-methyl-2,3,6b,9,10,10a-hexahydro-1H-pyrido[3',4':4,5]pyrrolo[1,2,3-de]quinoxalin-8(7H)-yl)phenyl)butan-1-one